C(#N)C1(CC1)NS(=O)(=O)C=1C=C(C=2N(C1)C(=NC2)C=2SC(=NN2)C(F)(F)F)N2CCN(CC2)C(=O)C2SCCN2 N-(1-cyanocyclopropyl)-8-(4-(thiazolidine-2-carbonyl)piperazin-1-yl)-3-(5-(trifluoromethyl)-1,3,4-thiadiazol-2-yl)imidazo[1,5-a]pyridine-6-sulfonamide